C1(=CC=CC=C1)C(C(=O)C1=CC=CC=C1)OS(=O)(=O)C1=CC=C(C)C=C1 2-phenyl-2-(p-toluenesulfonyloxy)acetophenone